IC1=CN(C=2N=CN=C(C21)N2C[C@H](N(CC2)C(=O)OC(C)(C)C)C)C2=CC(=CC=C2)OC(F)(F)F tert-butyl (R)-4-(5-iodo-7-(3-(trifluoromethoxy)phenyl)-7H-pyrrolo[2,3-d]pyrimidin-4-yl)-2-methylpiperazine-1-carboxylate